3,5,6,7,8,9-hexahydro-2H-5,8-epiminocyclohepta[d]pyrimidin-2-one N=1C(NC=C2C1CC1CCC2N1)=O